CSC=1N=NSC1S 4-methylsulfanyl-5-mercapto-1,2,3-thiadiazole